C[Si](CCCC[Si](C)(C)C)(C)C 1,4-bis-trimethylsilylbutane